N1=C(C=CC=C1)NC(=O)C=1C=CC(=C2C=CC=NC12)NC1CCN(CC1)C(=O)OC(C)(C)C tert-butyl 4-((8-(pyridin-2-ylcarbamoyl)quinolin-5-yl)amino)piperidine-1-carboxylate